C(C)N1CCN(CC1)CC1=NC2=CC=C(C=C2C=C1)C(=O)N ((4-ethylpiperazin-1-yl)methyl)quinoline-6-carboxamide